ClC1=CC=C(C=C1)C=1N=C2N(C=CC=N2)C1CN1CC2CCC(C1)N2C(=O)NC2=C(C=C(C=C2)Cl)C(F)(F)F 3-{[2-(4-chlorophenyl)imidazo[1,2-a]pyrimidin-3-yl]methyl}-N-(4-chloro-2-(trifluoromethyl)phenyl)-3,8-diazabicyclo[3.2.1]octane-8-carboxamide